ClC1=C(C=CC=C1)C1C(O1)C(=O)O 3-(2-chlorophenyl)oxirane-2-carboxylic acid